5-bromo-2-(1-(3,3-difluoropyrrolidin-1-yl)ethyl)pyridine BrC=1C=CC(=NC1)C(C)N1CC(CC1)(F)F